tert-butyl (2S,7R*)-2-[(benzyloxy)methyl]-7-[(tert-butyldimethylsilyl)oxy]-1,4-oxazocane-4-carboxylate C(C1=CC=CC=C1)OC[C@H]1OC[C@@H](CCN(C1)C(=O)OC(C)(C)C)O[Si](C)(C)C(C)(C)C |o1:12|